N-(4-(4-methoxyphenyl)thiazol-2-yl)piperidine-2-carboxamide COC1=CC=C(C=C1)C=1N=C(SC1)NC(=O)C1NCCCC1